5-chlorobenzonitril ClC=1C=CC=C(C#N)C1